C(C1=CC=CC=C1)C=1N=C(C2=C(NC3=CC(=CC=C23)C(=O)OC)N1)Cl methyl 2-benzyl-4-chloro-9H-pyrimido[4,5-b]indole-7-carboxylate